8-methyl-5,9-eicosadienoic acid CC(CC=CCCCC(=O)O)C=CCCCCCCCCCC